[C@@H]12[C@@H](C[C@@H](CC1)C2)N2C(C(=CC1=C2N=C(N=C1)NC1CCN(CC1)S(=O)(=O)C1=NN(C=C1)C)C(F)F)=O 8-((1R,2R,4S)-bicyclo[2.2.1]heptan-2-yl)-6-(difluoromethyl)-2-((1-((1-methyl-1H-pyrazol-3-yl)sulfonyl)piperidin-4-yl)amino)pyrido[2,3-d]pyrimidin-7(8H)-one